(S,Z)-N-(2-(diethylamino)ethyl)-2-methyl-6-(5-(3-ethylmorpholino)-2-oxoindolin-3-ylidene)-1,4,5,6-tetrahydrocyclopenta[b]pyrrole-3-carboxamide C(C)N(CCNC(=O)C=1C2=C(NC1C)\C(\CC2)=C\2/C(NC1=CC=C(C=C21)N2[C@H](COCC2)CC)=O)CC